(2R,5S)-5-(4-Chlorobenzyl)-4-(4-(5-hydroxy-1-methyl-1H-1,2,4-triazol-3-yl)cyclohexyl)-N,N-dimethylmorpholin-2-carboxamid ClC1=CC=C(C[C@H]2CO[C@H](CN2C2CCC(CC2)C2=NN(C(=N2)O)C)C(=O)N(C)C)C=C1